OC=1C(=CC(CC1C(C)(C)C)(C)C(C)(C)C)N1N=C2C(=N1)C=CC(=C2)Cl 2-(2'-hydroxy-3',5'-di-tert-butyl-5'-methylphenyl)-5-chlorobenzotriazole